CO[C@H]1CC=C(CC1)C=1C=C2C(=NC1)NC(N2C2CCN(CC2)C(=O)C2=C(C=C(C=C2)OC(F)(F)F)NC(OC(C)(C)C)=O)=O |r| (rac)-tert-butyl N-[2-[4-[6-(4-methoxycyclohexen-1-yl)-2-oxo-3H-imidazo[4,5-b]pyridin-1-yl]piperidine-1-carbonyl]-5-(trifluoromethoxy)phenyl]carbamate